C(C)OC(=O)C1=NN(C=CC1=O)C1=CC=C(C=C1)C(=O)OCC 1-[4-(ethoxycarbonyl)phenyl]-4-oxo-1,4-dihydropyridazine-3-carboxylic acid ethyl ester